4-((1r,3r)-3-(6-((2s,6r)-2,6-dimethylmorpholino)pyridin-2-yl)cyclobutyl)pyridin C[C@@H]1O[C@@H](CN(C1)C1=CC=CC(=N1)C1CC(C1)C1=CC=NC=C1)C